(2S)-2-amino-4-methylhexanoic acid methyl ester hydrochloride Cl.COC([C@H](CC(CC)C)N)=O